lithium pentahydroxyphenylacetate OC1=C(C(=C(C(=C1CC(=O)[O-])O)O)O)O.[Li+]